1-Hydroxy-6-aminonaphthalene OC1=CC=CC2=CC(=CC=C12)N